C(C1=CC=CC=C1)(=O)NC(CCCCCC)=O heptanoic acid benzoyl amide